BrC1=CC=C(C=C1)N1N=C(C(=C1)[C@H]1O[C@H](C(N1CCC1=CC2=C(NC(N2)=O)C=C1)=O)C)C1=COC=C1 (2R,5S)-2-(1-(4-bromophenyl)-3-(furan-3-yl)-1H-pyrazole-4-yl)-5-methyl-3-(2-(2-oxo-2,3-dihydro-1H-benzo[d]imidazol-5-yl)ethyl)oxazolidin-4-one